C(N)(O[C@H](COC1=NC(=CC=C1F)Cl)CC(C)(C)C)=O Tert-butyl-(S)-(1-((6-chloro-3-fluoropyridin-2-yl) oxy) propan-2-yl) carbamate